FC1=C(C=CC=C1)N1N=CC(=C1)C1=NC=NC=C1NCC1CCNCC1 4-(1-(2-fluorophenyl)-1H-pyrazol-4-yl)-N-(piperidin-4-ylmethyl)pyrimidin-5-amine